N,N-dimethyl-2-hydroxypropanamide CN(C(C(C)O)=O)C